ClC=1C(=C(C=CC1)C=1N=CC(=NC1)C(=O)N1[C@@H](C\C(\C1)=N/OC)CO)C (S,E)-(5-(3-chloro-2-methylphenyl)pyrazin-2-yl)(2-(hydroxymethyl)-4-(methoxyimino)pyrrolidin-1-yl)methanone